FC(F)C12NCC(C1)(C2)COC difluoromethyl-4-(methoxymethyl)-2-azabicyclo[2.1.1]hexane